F\C(\C(=O)NC=1C(=NC=C(C1C)C)C)=C/C1=CC=C2C=NNC2=C1F (Z)-2-fluoro-3-(7-fluoro-1H-indazol-6-yl)-N-(2,4,5-trimethylpyridin-3-yl)acrylamide